Ethyl (S)-3-(7-(3-(1,8-naphthyridin-2-yl)propyl)-1-oxo-3,4-dihydropyrrolo[1,2-a]pyrazin-2(1H)-yl)-3-(6-methoxypyridin-3-yl)propanoate N1=C(C=CC2=CC=CN=C12)CCCC=1C=C2N(CCN(C2=O)[C@@H](CC(=O)OCC)C=2C=NC(=CC2)OC)C1